diethyl phosphate ammonium salt [NH4+].P(=O)(OCC)(OCC)[O-]